(4-(3-hydroxy-3-methylpiperidin-1-yl)-2-((1-(hydroxymethyl)cyclopropyl)methoxy)-5,7-dihydro-6H-pyrrolo[3,4-d]pyrimidin-6-yl)(3-hydroxy-8-iodonaphthalen-1-yl)methanone OC1(CN(CCC1)C=1C2=C(N=C(N1)OCC1(CC1)CO)CN(C2)C(=O)C2=CC(=CC1=CC=CC(=C21)I)O)C